COC1=CC2=C(OPOC3=C2C=C(C=C3)OC)C(=C1)[2H] 2,10-dimethoxydibenzo[d,f][1,3,2]dioxaphosphepine-4-d